[6-(5-cyclopropyl-4H-1,2,4-triazol-3-yl)-2-azaspiro[3.3]heptan-2-yl]-[3-[[2-methoxy-4-(trifluoromethyl)phenyl]methylamino]azetidin-1-yl]methanone C1(CC1)C=1NC(=NN1)C1CC2(CN(C2)C(=O)N2CC(C2)NCC2=C(C=C(C=C2)C(F)(F)F)OC)C1